FC1=CC=C(C=C1)C1=C(C2=C(S1)C=C(C=C2)OC)OC2=CC=C(C=C2)O 4-(2-(4-fluorophenyl)-6-methoxybenzo[b]thiophen-3-yloxy)phenol